C(#N)C=1C(=CC=C2C(CCOC12)=O)O[C@@H](C1=CC=C(C(=O)N)C=C1)C1=CC=NC=C1 (S)-4-(((8-cyano-4-oxochroman-7-yl)oxy)(pyridin-4-yl)methyl)benzamide